2-(3,5-dichloro-2-methoxy-4-pyridyl)acetonitrile ClC=1C(=NC=C(C1CC#N)Cl)OC